Butyl 6-(3-cyclopropyl-2-fluorophenyl)-6-hydroxy-2-azaspiro[3.4]octane-2-carboxylate C1(CC1)C=1C(=C(C=CC1)C1(CC2(CN(C2)C(=O)OCCCC)CC1)O)F